3,5-diamino-N-(4'-bromophenyl)-N-(4'-bromobenzyl)benzamide NC=1C=C(C(=O)N(CC2=CC=C(C=C2)Br)C2=CC=C(C=C2)Br)C=C(C1)N